C(C)(C)(C)NC([C@@H](C(C)C)NS(=O)(=O)C1=C(C=C(C(=C1)OC)Br)Br)=O (2R)-N-tert-butyl-2-(2,4-dibromo-5-methoxybenzenesulfonamido)-3-methylbutanamide